1-methyl-N-(5-methyl-2-(2-(trifluoromethyl)phenyl)-1H-pyrrolo[2,3-b]pyridin-6-yl)-1H-1,2,4-triazole-5-carboxamide CN1N=CN=C1C(=O)NC1=C(C=C2C(=N1)NC(=C2)C2=C(C=CC=C2)C(F)(F)F)C